6-methyl-N-(3-methylbutyl)-4-[(1-methylcyclopropyl)amino]furo[2,3-d]pyrimidine-5-carboxamide CC1=C(C2=C(N=CN=C2NC2(CC2)C)O1)C(=O)NCCC(C)C